CC(CCC)NC(=S)NC(CCC)C 1,3-bis(1-methylbutyl)thiourea